N-((1-cyanocyclopropyl)methyl)-4-(5-methyl-2-((1-methyl-1H-pyrazol-4-yl)amino)pyrimidin-4-yl)benzamide C(#N)C1(CC1)CNC(C1=CC=C(C=C1)C1=NC(=NC=C1C)NC=1C=NN(C1)C)=O